C1(CC1)C#CC1=NN=C(S1)NC(C1=C(C=C(C=C1)N1C(CN(CC1)C)=O)C1=CC(=NC=C1OC)C(F)F)=O N-(5-(cyclopropyl-ethynyl)-1,3,4-thiadiazol-2-yl)-2-(2-(difluoromethyl)-5-methoxypyridin-4-yl)-4-(4-methyl-2-oxopiperazin-1-yl)benzamide